(3aR,5R,7S,7aR)-1,3,3,5,7-pentamethyl-5-(o-tolyl)octahydrobenzo[c]isoxazole CN1OC([C@H]2[C@H]1[C@H](C[C@](C2)(C2=C(C=CC=C2)C)C)C)(C)C